γ-chloropropyl-trimethoxysilane ClCCC[Si](OC)(OC)OC